[Si](C)(C)(C(C)(C)C)OC[C@H](C)C1=C(C=CC(=C1)C)S(=O)(=O)O (R)-1-((tert-butyldimethylsilyl)oxy)propan-2-yl-4-methylbenzenesulfonic acid